BrC1=C(C=C(C=C1)F)NC(CC(OC)OC)=O N-(2-bromo-5-fluoro-phenyl)-3,3-dimethoxy-propionamide